trans-4-[4-(3-methoxy-4-nitrophenyl)-1-piperazinyl]adamantane-1-ol (S)-quinuclidin-3-yl-(6-(3-(methoxymethoxy)phenyl)-2,2-dimethyl-1,2,3,4-tetrahydronaphthalen-1-yl)carbamate N12CC(C(CC1)CC2)N(C(=O)OC21CC3C(C(CC(C2)C3)C1)N1CCN(CC1)C1=CC(=C(C=C1)[N+](=O)[O-])OC)[C@H]1C(CCC3=CC(=CC=C13)C1=CC(=CC=C1)OCOC)(C)C